C(#C)C1(CC[C@@H]2[C@@]1(CC[C@@H]1[C@]3(CCC=4N=C(SC4C3=CC[C@@H]21)NC2=C(C=CC=C2)[N+](=O)[O-])C)C)O (5aR,5bS,7aS,10aS,10bR)-8-ethynyl-5a,7a-dimethyl-2-((2-nitrophenyl)amino)-5,5a,5b,6,7,7a,8,9,10,10a,10b,11-dodecahydro-4H-cyclopenta[7,8]phenanthro[2,1-d]thiazol-8-ol